(2S,4S)-4-fluoro-1-Bocpyrrolidine-2-carboxylic acid F[C@H]1C[C@H](N(C1)C(=O)OC(C)(C)C)C(=O)O